6-nitrobenzo[c][1,2]oxaborole-1(3H)-ol [N+](=O)([O-])C=1C=CC2=C(B(OC2)O)C1